CC1(NC(CC(C1)OC(C(=O)OC1CC(NC(C1)(C)C)(C)C)=O)(C)C)C bis(2,2,6,6-tetramethyl-4-piperidyl)-oxalate